N=1N=C(N2C1CCC21CC1)C1=CC=CC=N1 6-(6',7'-dihydrospiro[cyclopropan-1,5'-pyrrolo[2,1-c][1,2,4]triazol]-3'-yl)pyridin